1-phenyl-piperidin C1(=CC=CC=C1)N1CCCCC1